2-((2-ethyl-5-(6-(2-hydroxy-2-methylpropanoyl)-2,6-diazaspiro[3.3]heptan-2-yl)-6-methyl-2H-pyrazolo[3,4-b]pyridin-3-yl)(methyl)amino)-4-(4-fluorophenyl)thiazole-5-carbonitrile C(C)N1N=C2N=C(C(=CC2=C1N(C=1SC(=C(N1)C1=CC=C(C=C1)F)C#N)C)N1CC2(C1)CN(C2)C(C(C)(C)O)=O)C